O1N=C(C2=C1C=CC=C2)C2CCN(CC2)CCN2C(C1=C(CCC2)N(C=C1)C)=O 5-{2-[4-(1,2-Benzoisoxazol-3-yl)piperidin-1-yl]ethyl}-1-methyl-5,6,7,8-tetrahydropyrrolo[3,2-c]azepin-4(1H)-one